Sodium [(1-oxo-2-propenyl) amino] 1-propanesulfonate C(CC)S(=O)(=O)ONC(C=C)=O.[Na]